(2R,4R)-1-cyano-4-hydroxy-4-methyl-N-[2-oxo-2-[[(1S)-1-phenylethyl]amino]-1-[4-(trifluoromethyl)-3-pyridyl]ethyl]-N-[4-(pentafluoro-λ6-sulfanyl)phenyl]pyrrolidine-2-carboxamide C(#N)N1[C@H](C[C@@](C1)(C)O)C(=O)N(C1=CC=C(C=C1)S(F)(F)(F)(F)F)C(C(N[C@@H](C)C1=CC=CC=C1)=O)C=1C=NC=CC1C(F)(F)F